((3-(3-chloro-4-(pyridin-2-yloxy)phenyl)-1,2,4-oxadiazol-5-yl)methyl)acrylic acid ClC=1C=C(C=CC1OC1=NC=CC=C1)C1=NOC(=N1)CC(C(=O)O)=C